C(#N)C=1C=C(C=NC1OC1CC1)NC(=O)[C@H]1CC(C2=C1C=NC=1N2N=C(C1)F)(C)C (S)-N-(5-cyano-6-cyclopropoxypyridin-3-yl)-2-fluoro-8,8-dimethyl-7,8-dihydro-6H-cyclopenta[e]pyrazolo[1,5-a]pyrimidine-6-carboxamide